1,3,5-trifluoro-2-(trifluoromethyl)benzene FC1=C(C(=CC(=C1)F)F)C(F)(F)F